C(C)OCCNCCCN1CCCC1 N-(2-ethoxyethyl)-3-(pyrrolidin-1-yl)propan-1-amine